N1=CN=C(C=C1)C=1N=NN(C1)[C@@H]1CN(C[C@H]1OCC1=CC=C(C=C1)C(F)(F)F)C(C=C)=O 1-(trans-3-(4-(pyrimidin-4-yl)-1H-1,2,3-triazol-1-yl)-4-(4-(trifluoromethyl)benzyloxy)pyrrolidin-1-yl)prop-2-en-1-one